C1(CCC1)OC1=C(C(=CC2=C1C(N1[C@@H](CO2)C[C@@H](C1)OC1=NC=C2CCC(NC2=C1)=O)=O)C)F (2S,11aR)-6-Cyclobutoxy-7-fluoro-8-methyl-2-((2-oxo-1,2,3,4-tetrahydro-1,6-naphthyridin-7-yl)oxy)-2,3,11,11a-tetrahydro-1H,5H-benzo[f]pyrrolo[2,1-c][1,4]oxazepin-5-one